(6S,7S)-6-((2-fluoro-[1,1'-biphenyl]-3-yl)methyl)-7-((fluoromethyl)sulfonamido)-N-isopropyl-5-azaspiro[2.4]heptane-5-carboxamide FC1=C(C=CC=C1C[C@@H]1N(CC2(CC2)[C@@H]1NS(=O)(=O)CF)C(=O)NC(C)C)C1=CC=CC=C1